O=C1NC2=C(OC[C@@H]1NC(=O)C1=NNC(=C1)C1(CC1)C1=CC=CC=C1)C=CC=N2 (S)-N-(4-oxo-2,3,4,5-tetrahydropyrido[3,2-b][1,4]oxazepin-3-yl)-5-(1-phenylcyclopropyl)-1H-pyrazole-3-carboxamide